1-(4-((4-((5-(furan-2-yl)-2-methoxy-4-methylphenyl)amino)-7-methoxy-quinazolin-6-yl)oxy)piperidin-1-yl)prop-2-en-1-one O1C(=CC=C1)C=1C(=CC(=C(C1)NC1=NC=NC2=CC(=C(C=C12)OC1CCN(CC1)C(C=C)=O)OC)OC)C